C(C)(=O)C=1C=2C=C(C(=NC2C(N(C1)C)=O)C#N)C1=CC=C(C=C1)F 5-acetyl-3-(4-fluorophenyl)-7-methyl-8-oxo-7,8-dihydro-1,7-naphthyridine-2-carbonitrile